(3,4-dihydroxy-5-nitrophenyl)-(3-fluoro-5-hydroxyphenyl)-methanone OC=1C=C(C=C(C1O)[N+](=O)[O-])C(=O)C1=CC(=CC(=C1)O)F